BrCCCCCCCCCCCCCCN1C(C2=CC=CC=C2C1=O)=O (14-bromotetradecyl)isoindoline-1,3-dione